BrC=1C=C2CCC(C2=CC1)NCC(=O)NC1=CC(=CC(=C1)Cl)Cl 2-((5-bromo-2,3-dihydro-1H-inden-1-yl)amino)-N-(3,5-dichlorophenyl)acetamide